3-(4-fluoro-5-(((1-(6-(6-((R)-2-(3-fluorophenyl)pyrrolidin-1-yl)imidazo[1,2-b]Pyridazin-3-yl)pyridin-2-yl)piperidin-4-yl)(methyl)amino)methyl)-1-oxoisoindoline-2-yl)piperidine FC1=C2CN(C(C2=CC=C1CN(C)C1CCN(CC1)C1=NC(=CC=C1)C1=CN=C2N1N=C(C=C2)N2[C@H](CCC2)C2=CC(=CC=C2)F)=O)C2CNCCC2